tert-butyl 4-(7-((2-chlorophenyl)amino)-1-methyl-6,7-dihydro-5H-benzo[c][1,2,3]triazolo[1,5-a]azepin-9-yl)-3,6-dihydropyridine-1(2H)-carboxylate ClC1=C(C=CC=C1)NC1C2=C(C=3N(CC1)N=NC3C)C=CC(=C2)C=2CCN(CC2)C(=O)OC(C)(C)C